N-(5-((6-Methoxy-7-(3-morpholinopropoxy)chinolin-4-yl)oxy)pyridin-2-yl)-6-morpholinopicolinamid COC=1C=C2C(=CC=NC2=CC1OCCCN1CCOCC1)OC=1C=CC(=NC1)NC(C1=NC(=CC=C1)N1CCOCC1)=O